1-(4-(5-(7,8-dihydro-6H-pyrimido[5,4-b]pyrrolizin-5-yl)pyridin-3-yl)phenyl)pyrrolidin-2-one N1=CN=CC=2C(=C3CCCN3C21)C=2C=C(C=NC2)C2=CC=C(C=C2)N2C(CCC2)=O